(2-bromo-7-isopropyl-4-oxofuro[2,3-d]pyridazin-5(4H)-yl)acetic acid ethyl ester C(C)OC(CN1N=C(C2=C(C1=O)C=C(O2)Br)C(C)C)=O